tert-butyl (6aR,9R)-9-(diethylcarbamoyl)-7-(methyl-d3)-6a,7,8,9-tetrahydroindolo[4,3-fg]quinoline-4(6H)-carboxylate C(C)N(C(=O)[C@H]1CN([C@@H]2CC=3C4=C(C2=C1)C=CC=C4N(C3)C(=O)OC(C)(C)C)C([2H])([2H])[2H])CC